N-{2-fluoro-6-[(1R,4R)-5-(propan-2-yl)-2,5-diazabicyclo[2.2.1]heptan-2-yl]phenyl}-4-(4-methylphenyl)piperidine-1-carboxamide FC1=C(C(=CC=C1)N1[C@H]2CN([C@@H](C1)C2)C(C)C)NC(=O)N2CCC(CC2)C2=CC=C(C=C2)C